FC1CN(C1)C1=NC(=CC(=N1)NC(C1=C(C=C(C=C1)NS(=O)(=O)CCO)N1CCC2(CC2)CC1)=O)C N-(2-(3-Fluoroazetidin-1-yl)-6-methylpyrimidin-4-yl)-4-((2-hydroxyethyl)sulfonamido)-2-(6-azaspiro[2.5]octan-6-yl)benzamide